Biphenyl-4-carboxylic acid C1(=CC=C(C=C1)C(=O)O)C1=CC=CC=C1